CS(=O)(=O)OC\C=C/1\C(N(CC1)C(=O)OC(C)(C)C)=O Tert-butyl (3E)-3-[2-(methanesulfonyloxy)ethylidene]-2-oxopyrrolidine-1-carboxylate